2-[2-(2-methoxyethoxy)acetyl]-5-{2-[2-(2-methoxyethoxy)acetyl]-1,3-dioxo-2,3-dihydro-1H-indene-5-carbonyl}-2,3-dihydro-1H-indene-1,3-dione COCCOCC(=O)C1C(C2=CC=C(C=C2C1=O)C(=O)C=1C=C2C(C(C(C2=CC1)=O)C(COCCOC)=O)=O)=O